N-(4-hydroxyphenyl)-3-(1-trityl-1H-[1,2,3]triazolo[4,5-b]pyridin-5-yl)benzamide OC1=CC=C(C=C1)NC(C1=CC(=CC=C1)C1=CC=C2C(=N1)N=NN2C(C2=CC=CC=C2)(C2=CC=CC=C2)C2=CC=CC=C2)=O